C(C=C)(=O)N1CC(CC1)C1=C(C2=C(N=CN=C2N)N1C)C1=CC=C(C=C1)CC(=O)N(C)C 2-(4-(6-(1-acryloylpyrrolidin-3-yl)-4-amino-7-methyl-7H-pyrrolo[2,3-d]pyrimidin-5-yl)phenyl)-N,N-dimethylacetamide